(6S,7R)-7-({[1,1'-biphenyl]-3-yl}methyl)-N-ethyl-2-oxo-3-oxa-1,8-diazaspiro[5.5]undecane-8-carboxamide C1(=CC(=CC=C1)C[C@@H]1[C@@]2(CCOC(N2)=O)CCCN1C(=O)NCC)C1=CC=CC=C1